C(C)OC=1C=C(C=CC1F)C=1CCSC2=C(C1C1=CC=C(C=C1)O[C@@H]1CN(CC1)CCCF)C=CC(=C2)O 4-(3-ethoxy-4-fluoro-phenyl)-5-[4-[(3S)-1-(3-fluoropropyl)pyrrolidin-3-yl]oxyphenyl]-2,3-dihydro-1-benzothiepin-8-ol